perfluorooctyltrimethoxy(ethoxy)silane FC(O[Si](OC(C(F)(F)F)(F)F)(OC(F)(F)F)OC(F)(F)F)(C(C(C(C(C(C(C(C(F)(F)F)(F)F)(F)F)(F)F)(F)F)(F)F)(F)F)(F)F)F